dodecyloxydimethyl-tin C(CCCCCCCCCCC)O[Sn](C)C